N1=NC=C(C=C1)N1N=CC(=C1C(F)(F)F)C(=O)OCC ethyl 1-(pyridazin-4-yl)-5-(trifluoromethyl)-1H-pyrazole-4-carboxylate